3-[(3-Methoxyphenyl)sulfanyl]pyridazine-4-carbonitrile COC=1C=C(C=CC1)SC=1N=NC=CC1C#N